C1(CCC1)CNCC=1NC2=CC(=CC=C2C1)CNC(=O)C1=NN2C(N=CC=C2)=C1 N-((2-(((cyclobutylmethyl)amino)methyl)-1H-indol-6-yl)methyl)pyrazolo[1,5-a]pyrimidine-2-carboxamide